O=C1N(CC=2C1=NC(=CC2)C2=CC(=NC=C2)NC2CCOCC2)C(C(=O)N)C 2-(7-oxo-2-(2-((tetrahydro-2H-pyran-4-yl)amino)pyridin-4-yl)-5,7-dihydro-6H-pyrrolo[3,4-b]pyridin-6-yl)propanamide